3H,10H-pyrazino[1',2':5,6][1,5]oxazocino[2,3-g]quinazoline-3-carboxylate C1=CN(C=C2N1C=C1C(=CC3=CNC=NC3=C1)OC=C2)C(=O)[O-]